[Si](C)(C)(C(C)(C)C)O[C@H](CN1N=C(C(=C1CO)I)OCC)C [2-[(2S)-2-[tert-butyl(dimethyl)silyl]oxypropyl]-5-ethoxy-4-iodo-pyrazol-3-yl]methanol